COC=1C=CC(=NC1)N1C(C(=CC=C1)C(=O)O)=O 5'-methoxy-2-oxo-2H-[1,2'-bipyridine]-3-carboxylic acid